diethyl (E)-(2-(4-((4-butoxyphenyl)diazenyl)-5-methyl-1H-pyrazol-1-yl)ethyl)phosphonate C(CCC)OC1=CC=C(C=C1)/N=N/C=1C=NN(C1C)CCP(OCC)(OCC)=O